methyl 5-bromo-6-methoxypyridine-2-carboxylate BrC=1C=CC(=NC1OC)C(=O)OC